1-(4-(((8-isopropyl-2-((tetrahydro-2H-pyran-4-yl)amino)pyrazolo[1,5-a][1,3,5]triazin-4-yl)amino)methyl)phenyl)pyridin-2(1H)-one C(C)(C)C=1C=NN2C1N=C(N=C2NCC2=CC=C(C=C2)N2C(C=CC=C2)=O)NC2CCOCC2